OC=1C=C(C(=O)N\N=C\[C@]2([C@@H](N3C(C[C@H]3S2(=O)=O)=O)C(=O)O)C)C=CC1O (2S,3R,5R)-3-((E)-(2-(3,4-dihydroxybenzoyl)hydrazono)methyl)-3-methyl-7-oxo-4-thia-1-azabicyclo[3.2.0]heptane-2-carboxylic acid 4,4-dioxide